N1-cyclopentyl-N1-(2-methoxyethyl)ethane-1,2-diamine C1(CCCC1)N(CCN)CCOC